CC1(OCCC1)C Dimethyl-tetrahydrofuran